(2-[[6-chloro-3-methyl-1-(oxan-2-yl)pyrazolo[3,4-d]pyrimidin-4-yl]oxy]ethyl)dimethylamine ClC1=NC(=C2C(=N1)N(N=C2C)C2OCCCC2)OCCN(C)C